bisphenol a di(methacrylate) C(C(=C)C)(=O)O.C(C(=C)C)(=O)O.OC1=CC=C(C=C1)C(C)(C)C1=CC=C(C=C1)O